acryloyloxyethyl-N,N-dimethylammonium propylsulfate C(CC)OS(=O)(=O)[O-].C(C=C)(=O)OCC[NH+](C)C